methyl 5-(5-(1,3,7-trimethyl-2-oxo-2,3-dihydro-1H-benzo[d]imidazol-5-yl)-6,7-dihydro-5H-pyrimido[4,5-b][1,4]oxazin-2-yl)picolinate CN1C(N(C2=C1C(=CC(=C2)N2C1=C(OCC2)N=C(N=C1)C=1C=CC(=NC1)C(=O)OC)C)C)=O